2,2-diethoxy-1-(2-ethoxycarbonyl)ethyl-1-aza-2-silacyclopentane tert-butyl-2-pyrido[2,3-d]pyrimidin-4-yl-2,7-diazaspiro[3.5]nonane-7-carboxylate C(C)(C)(C)OC(=O)N1CCC2(CN(C2)C=2C3=C(N=CN2)N=CC=C3)CC1.C(C)OC(C(C(=O)OCC)N1[SiH2]CCC1)OCC